(S)-2-((1-(2-aminopyridin-3-yl)-2,2-difluoroethyl)amino)ethan-1-ol NC1=NC=CC=C1[C@@H](C(F)F)NCCO